chromium-zinc salt [Zn].[Cr]